C1CCCC2CCC3C4CCC5C(CC=6C=CC=NC6C5)C4CC=C3C12 1,2,3,4,4a,5,6,6a,6b,7,8,8a,9,14,14a,14b,15,16b-octadecahydrochryseno[1,2-g]Quinolin